1-(2-chloro-6-fluorobenzyl)-3-methyl-N-(3-(oxazol-2-yl)benzyl)-2-oxo-1,2,3,4-tetrahydroquinazoline-7-carboxamide ClC1=C(CN2C(N(CC3=CC=C(C=C23)C(=O)NCC2=CC(=CC=C2)C=2OC=CN2)C)=O)C(=CC=C1)F